CN1N=C2N=CC(=CC2=C1)C=O 2-methyl-2H-pyrazolo[3,4-b]Pyridine-5-carbaldehyde